Dimethyl-cyclohexenecarboxaldehyde CC1C(=C(CCC1)C=O)C